[F].FOF perfluoroether fluorine